CN(C1CN(CC1)C1=CC(=C(S1)C(=O)NC=1C=C(C=2N(C1)C=C(N2)C)F)F)C 5-[3-(dimethylamino)pyrrolidin-1-yl]-3-fluoro-N-[8-fluoro-2-methylimidazo[1,2-a]pyridin-6-yl]thiophene-2-carboxamide